3,3,4,4-tetrafluoro-N-[2-fluoro-5-[2-(2-hydroxyethoxy)-6-(morpholin-4-yl)pyridin-4-yl]-4-methylphenyl]pyrrolidine-1-carboxamide FC1(CN(CC1(F)F)C(=O)NC1=C(C=C(C(=C1)C1=CC(=NC(=C1)N1CCOCC1)OCCO)C)F)F